ClC1=CC(=C(C=C1)C1=NC(=CN2C1=NC(=C(C2=O)C)C)C=2CCOC(C2)C=2C=NN(C2)COCC[Si](C)(C)C)F 9-(4-chloro-2-fluoro-phenyl)-2,3-dimethyl-7-[6-[1-(2-trimethylsilylethoxymethyl)pyrazol-4-yl]-3,6-dihydro-2H-pyran-4-yl]pyrazino[1,2-a]pyrimidin-4-one